NC=1C2=C(N(C(N1)=O)C1CCOCC1)N=C(C=C2)C2CC2 amino-7-cyclopropyl-1-(tetrahydro-2H-pyran-4-yl)pyrido[2,3-d]pyrimidin-2(1H)-one